C(C)(C)(C)OC(N[C@@H]1CC[C@H](CC1)CCN1[C@@H](CN(CC1)C1=C(C(=CC=C1)Cl)Cl)C)=O (trans-4-(2-((R)-4-(2,3-dichlorophenyl)-2-methylpiperazin-1-yl)ethyl)cyclohexyl)carbamic acid tert-butyl ester